N[C@H](C(=O)O)C[C@@H](CNC(=N)N)CC1=CC=C(C=C1)OS(=O)(=O)F (2S,4S)-2-amino-4-(4-((fluorosulfonyl)oxy)benzyl)-5-guanidino-pentanoic acid